2-[(3RS)-2,6-dioxopiperidin-3-yl]-5-[(2S)-2-(hydroxymethyl)morpholin-4-yl]isoindole-1,3-dione O=C1NC(CC[C@H]1N1C(C2=CC=C(C=C2C1=O)N1C[C@H](OCC1)CO)=O)=O |&1:6|